5-(1-anthraceneoxycarbonyl)-bicyclo[2.2.1]Hept-2-ene C1(=CC=CC2=CC3=CC=CC=C3C=C12)OC(=O)C1C2C=CC(C1)C2